N-[8-[4-[4-[(2,6-dioxo-3-piperidyl)amino]phenyl]-3,3-difluoro-1-piperidyl]octyl]-5-[rac-(2R)-2-(2,5-difluorophenyl)pyrrolidin-1-yl]pyrazolo[1,5-a]pyrimidine-3-carboxamide O=C1NC(CCC1NC1=CC=C(C=C1)C1C(CN(CC1)CCCCCCCCNC(=O)C=1C=NN2C1N=C(C=C2)N2[C@H](CCC2)C2=C(C=CC(=C2)F)F)(F)F)=O |r|